O1C(C(C=C1)=O)=O furan-2,3-dione